C(C)C1=C(C=CC2=CC=CC=C12)C(=O)C1=CC2=CC=CC=C2C=C1 ethyl-bis(naphthalen-2-yl)methanone